C[C@H]1[C@H](NC(N1)=O)CCCCCC(=O)O 6-((4R,5S)-5-methyl-2-oxoimidazolidin-4-yl)hexanoic acid